F[C@@H]1CN(CC[C@H]1NC1=CC=CC2=C1S(C=C2N2C=CC=C2)(=O)=O)C 7-(((3R,4R)-3-fluoro-1-methylpiperidin-4-yl)amino)-1,1-dioxido-3-(1H-pyrrol-1-yl)benzo[b]thiophen